(E)-2-(5-hydroxy-5,7,8,9-tetrahydro-6H-benzo[7]annulen-6-ylidene)acetic acid OC1\C(\CCCC2=C1C=CC=C2)=C\C(=O)O